3-fluoro-2,4-dimethyl-5,6-dihydro-7H-pyrrolo[3,4-b]pyridin-7-one FC=1C(=C2C(=NC1C)C(NC2)=O)C